OC=1C(C=C(C(C1OC)=O)C)=O 2-hydroxyl-3-methoxy-5-methyl-1,4-benzoquinone